[Na+].[Na+].C1CCC2=C(C=3CCCC3C=C12)NC(=O)NS(=O)(=O)C1=NN(C(=C1)C(=O)[O-])C.C1CCC2=C(C=3CCCC3C=C12)NC(=O)NS(=O)(=O)C1=NN(C(=C1)C(=O)[O-])C 3-(N-((1,2,3,5,6,7-hexahydro-s-indacen-4-yl)carbamoyl)sulfamoyl)-1-methyl-1H-pyrazole-5-carboxylic acid, disodium salt